NCC(=O)NCCS glycyl-cysteamine